6-(PYRROLIDIN-1-YL)PYRAZINE-2-BORONIC ACID N1(CCCC1)C1=CN=CC(=N1)B(O)O